CC(C(=O)NCC=1C=CC(=C(C(=O)NC2=C3C=NN(C3=CC=C2)C(C)C)C1)C(F)(F)F)(C)C 5-{[(2,2-Dimethylpropanoyl)amino]methyl}-N-[1-(propan-2-yl)-1H-indazol-4-yl]-2-(trifluoromethyl)benzamide